(R)-1-(6-((2-amino-3-chloropyridin-4-yl)thio)pyrido[2,3-b]pyrazin-2-yl)-4-methylazepan-4-amine NC1=NC=CC(=C1Cl)SC=1C=CC=2C(=NC=C(N2)N2CC[C@@](CCC2)(N)C)N1